rac-2-Bromo-1-(3,4-dihydro-2H-chromen-2-yl)ethanone BrCC(=O)[C@@H]1OC2=CC=CC=C2CC1 |r|